1-(4-Iodopyridin-2-yl)-3-phenylurea IC1=CC(=NC=C1)NC(=O)NC1=CC=CC=C1